Cl.FC1=CC(=CC=2C=COC21)CC(C)NC 1-(7-fluorobenzofuran-5-yl)N-methylpropan-2-amine hydrochloride